NC1=NC=2C(=CC=CC2C=2N1C=C(N2)C(=O)NCC2=C(C=CC=C2)N2CCNCC2)F 5-amino-7-fluoro-N-(2-(piperazin-1-yl)benzyl)imidazo[1,2-c]quinazoline-2-carboxamide